FC(C)(F)C1=NC=CC(=C1)CN [2-(1,1-difluoroethyl)pyridin-4-yl]methanamine